C(C=C)(=O)N1[C@@H](CC(CC1)N1N=NC=2C(=NC=3C(=C(C(=CC3C21)Cl)C2=CC=CC1=CC=CC(=C21)Cl)F)N2CC(C2)(C)N(C)C)CC#N ((2S)-1-acryloyl-4-(8-chloro-7-(8-chloronaphthalen-1-yl)-4-(3-(dimethylamino)-3-methylazetidin-1-yl)-6-fluoro-1H-[1,2,3]triazolo[4,5-c]quinolin-1-yl)piperidin-2-yl)acetonitrile